1,3-bis-(gamma-aminopropyl)-5,5-dimethylhydantoin NCCCN1C(=O)N(C(=O)C1(C)C)CCCN